5-chloro-N-(3-chloro-4-(4-(4-methylpiperazin-1-yl)piperidin-1-yl)phenyl)-4-(6,7-dihydrothieno[3,2-c]pyridin-5(4H)-yl)pyrimidin-2-amine ClC=1C(=NC(=NC1)NC1=CC(=C(C=C1)N1CCC(CC1)N1CCN(CC1)C)Cl)N1CC2=C(CC1)SC=C2